1-(phenylsulfonyl)-3-(4,4,5,5-tetramethyl-1,3,2-dioxaborolan-2-yl)-1H-pyrrolo[2,3-b]pyridine C1(=CC=CC=C1)S(=O)(=O)N1C=C(C=2C1=NC=CC2)B2OC(C(O2)(C)C)(C)C